(S)-N-((8-fluoroisochroman-1-yl)methyl)cyclobutylamine hydrochloride Cl.FC=1C=CC=C2CCO[C@@H](C12)CNC1CCC1